(S)-N-(1-(6-(2-(difluoromethyl)-4-methylpyridin-3-yl)-1-neopentyl-1H-indol-3-yl)-2,2-difluoroethyl)cyclopropanesulfonamide FC(C1=NC=CC(=C1C1=CC=C2C(=CN(C2=C1)CC(C)(C)C)[C@@H](C(F)F)NS(=O)(=O)C1CC1)C)F